FC1=NC=CC(=C1)[C@@H](CC1=NC(=NC(=N1)N[C@@H](CO)CC(C)C)CS(=O)(=O)N)C (4-((R)-2-(2-fluoropyridin-4-yl)propyl)-6-(((R)-1-hydroxy-4-methylpent-2-yl)amino)-1,3,5-triazin-2-yl)methanesulfonamide